C[C@H](/C=C/[C@H](C)C(C)C)[C@H]1CC[C@@H]2[C@@]1(CC[C@H]3C2=CC(=O)C4=CC(=O)CC[C@]34C)C The molecule is an ergostanoid that is (22E)-ergosta-4,7,22-triene substituted by oxo groups at positions 3 and 6. It has been isolated from the fungus, Xylaria species. It has a role as a fungal metabolite. It is a 3-oxo-Delta(4) steroid, a 3-oxo Delta(7)-steroid, a 6-oxo steroid and an ergostanoid.